FC=1C=C2CC(CC2=CC1F)(C(=O)OC(C)(C)C)C(NCC=1SC2=C(N1)C=C(C(=C2)OC)OCCCN2CCOCC2)=O tert-butyl 5,6-difluoro-2-[({6-methoxy-5-[3-(morpholin-4-yl)propoxy]-1,3-benzothiazol-2-yl}methyl)carbamoyl]-2,3-dihydro-1H-indene-2-carboxylate